(S)-4-(4-((4-(3-((2-(1-hydroxyethyl)-1H-imidazol-1-yl)methyl)isoxazol-5-yl)phenyl)ethynyl)benzyl)-4H-1,2,4-triazole-3-carboxamide O[C@@H](C)C=1N(C=CN1)CC1=NOC(=C1)C1=CC=C(C=C1)C#CC1=CC=C(CN2C(=NN=C2)C(=O)N)C=C1